3-aminopentan-4-ynoic acid trifluoroacetate salt FC(C(=O)O)(F)F.NC(CC(=O)O)C#C